tert-butyl 2-[(4-chloro-2-fluorophenyl)methoxy]-5H,6H,8H-pyrido[3,4-d]pyrimidine-7-carboxylate ClC1=CC(=C(C=C1)COC=1N=CC2=C(N1)CN(CC2)C(=O)OC(C)(C)C)F